ClC1=CC=C(C(=N1)C(=O)N)O[C@H](C)C=1C=C(C=C2C(C(=C(OC12)C1=CC=2N(C=C1)N=C(C2)C)C)=O)C 6-Chloro-3-[(1R)-1-[3,6-dimethyl-2-(2-methylpyrazolo[1,5-a]pyridin-5-yl)-4-oxo-chromen-8-yl]ethoxy]pyridine-2-carboxamide